arachidic acid glycidyl ester C(C1CO1)OC(CCCCCCCCCCCCCCCCCCC)=O